N-[1-[2-[[1-(2-hydroxyethyl)pyrazol-4-yl]amino]pyrimidin-4-yl]-3-methyl-indol-5-yl]prop-2-enamide OCCN1N=CC(=C1)NC1=NC=CC(=N1)N1C=C(C2=CC(=CC=C12)NC(C=C)=O)C